5-(2,4-difluorophenyl)-N-[4-[(6,7-dimethoxy-1,5-naphthyridin-4-yl)oxy]-3-fluorophenyl]-1,2,6-trimethyl-4-oxopyridine-3-carboxamide FC1=C(C=CC(=C1)F)C=1C(C(=C(N(C1C)C)C)C(=O)NC1=CC(=C(C=C1)OC1=CC=NC2=CC(=C(N=C12)OC)OC)F)=O